O[C@H](C#N)CC1=CSC=C1 (2S)-2-hydroxy-3-(thiophen-3-yl)propanonitrile